tert-butyl (1S,2S,5R)-2-((S)-1-((7-chloro-8-fluoro-4-hydroxy-2-(methylthio)pyrido[4,3-d]pyrimidin-5-yl)oxy)propyl)-3,8-diazabicyclo[3.2.1]octane-8-carboxylate ClC1=C(C=2N=C(N=C(C2C(=N1)O[C@@H](CC)[C@@H]1[C@@H]2CC[C@H](CN1)N2C(=O)OC(C)(C)C)O)SC)F